6-Chloro-3-((1-(4-chlorobenzoyl)-4-hydroxypiperidin-4-yl)methyl)-7-(4-((3S,5R)-5-methylmorpholin-3-yl)phenyl)-3,7-dihydro-4H-pyrrolo[2,3-d]pyrimidin-4-one ClC1=CC2=C(N=CN(C2=O)CC2(CCN(CC2)C(C2=CC=C(C=C2)Cl)=O)O)N1C1=CC=C(C=C1)[C@@H]1N[C@@H](COC1)C